F[B-](F)(F)F.N1(N=NC2=C1C=CC=C2)OC(=[N+](C)C)N(C)C 1H-benzotriazol-1-yltetramethyluronium tetrafluoroborate